CN1N=C2N(C3=CC=CC=C3C2=C1)C1=CC(=CC=C1)C(F)(F)F 2-methyl-8-[3-(trifluoromethyl)phenyl]-2H,8H-pyrazolo[3,4-b]Indole